N-(1-(7-(8-ethynyl-7-fluoro-3-hydroxynaphthalen-1-yl)-8-fluoro-2-(((2S,4R)-4-fluoro-1-methylpyrrolidin-2-yl)methoxy)pyrido[4,3-d]pyrimidin-4-yl)azepan-3-yl)acrylamide C(#C)C=1C(=CC=C2C=C(C=C(C12)C1=C(C=2N=C(N=C(C2C=N1)N1CC(CCCC1)NC(C=C)=O)OC[C@H]1N(C[C@@H](C1)F)C)F)O)F